C[C@H]1O[C@H](CC(C1)CN1[C@H](CN(CC1)CC1=CC=2N(C=C1)N=CC2N2C(NC(CC2)=O)=O)C)C 1-(5-(((3S)-4-(((2R,6S)-2,6-dimethyltetrahydro-2H-pyran-4-yl)methyl)-3-methylpiperazin-1-yl)methyl)pyrazolo[1,5-a]pyridin-3-yl)dihydropyrimidine-2,4(1H,3H)-dione